4'-Bromo-5-(4-(4-(trifluoromethyl)phenyl)-1H-1,2,3-triazol-1-yl)-[1,1'-biphenyl]-3-carboxylic acid BrC1=CC=C(C=C1)C1=CC(=CC(=C1)N1N=NC(=C1)C1=CC=C(C=C1)C(F)(F)F)C(=O)O